C(C)(C)(C)OC(=O)N1C(C(CC1(C)C)C([C@@H]1N(C(OC1)(C)C)C(=O)OC(C)(C)C)OS(=O)(=O)C)=O tert-butyl (4R)-4-{[1-(tert-butoxycarbonyl)-5,5-dimethyl-2-oxopyrrolidin-3-yl](methanesulfonyloxy)methyl}-2,2-dimethyl-1,3-oxazolidine-3-carboxylate